COC1=C(C=CC(=C1)OC)N1N=C2C(=CC1=O)NN=C2C2=CC=C(C=C2)N2CCN(CC2)C 5-(2,4-Dimethoxyphenyl)-3-(4-(4-methylpiperazin-1-yl)phenyl)-1H-pyrazolo[4,3-c]pyridazin-6(5H)-on